FC1=C(CCNC(OCC2=CC=CC=C2)=O)C=CC(=C1)NN Benzyl (2-fluoro-4-hydrazinylphenethyl)carbamate